C(CC)(=O)C1=CC=C(OCCCC(=O)O)C=C1 4-(4-propionylphenoxy)butanoic acid